ClC=1C=C(C(=O)NC2=NN(C(=C2)C2=NC3=C(N2)C(=CC=C3)F)C)C=CC1OC 3-chloro-N-[5-(7-fluoro-1H-benzimidazol-2-yl)-1-methyl-pyrazol-3-yl]-4-methoxy-benzamide